C(CCCCCCCCCCCCCCCCC)OP1OCC2(COP(OC2)OCCCCCCCCCCCCCCCCCC)CO1 bis(octadecyloxy)-2,4,8,10-tetraoxa-3,9-diphosphaspiro[5.5]undecane